2-(2-((7-(3-(aminomethyl)phenyl)benzofuran-5-yl)methoxy)-4-isobutyramidophenyl)acetic acid NCC=1C=C(C=CC1)C1=CC(=CC=2C=COC21)COC2=C(C=CC(=C2)NC(C(C)C)=O)CC(=O)O